CC(C)(COP(=O)(O)OP(=O)(O)OC[C@@H]1[C@H]([C@H]([C@@H](O1)N2C=NC3=C(N=CN=C32)N)O)OP(=O)(O)O)[C@H](C(=O)NCCC(=O)NCCSC(=O)CC=C)O The molecule is the S-vinylacetyl derivative of coenzyme A. It derives from a coenzyme A. It is a conjugate acid of a vinylacetyl-CoA(4-).